C(#N)[C@H](C[C@H]1C(NCC1)=O)NC(=O)[C@@H]1[C@H]2C([C@H]2CN1C([C@H](C(C)(C)C)NC(C(F)(F)F)=O)=O)(C)C (1R,2S,5S)-N-((S)-1-cyano-2-((S)-2-oxopyrrolidin-3-yl)ethyl)-3-((S)-3,3-dimethyl-2-(2,2,2-trifluoroacetamido)butanoyl)-6,6-dimethyl-3-azabicyclo[3.1.0]hexane-2-carboxamide